ClC1=NC=C(C(=C1)N1N=NC(=C1)C(=O)NC=1SC(=NN1)OC)OC 1-(2-chloro-5-methoxypyridin-4-yl)-N-(5-methoxy-1,3,4-thiadiazol-2-yl)-1H-1,2,3-triazole-4-carboxamide